3-(trifluoromethyl)benzimidamide hydrochloride Cl.FC(C=1C=C(C(N)=N)C=CC1)(F)F